tert-butyl 8-((tert-butoxycarbonyl)amino)-2,3-dihydro-4H-pyrido[4,3-b][1,4]oxazine-4-carboxylate C(C)(C)(C)OC(=O)NC1=CN=CC2=C1OCCN2C(=O)OC(C)(C)C